S(=O)(=O)([O-])[O-].[La+3].[N+](=O)([O-])[O-].[La+3].C(C1=CC=CC=C1)N1C(N(CC1)CC1=CC=CC=C1)[C@H](C)CCCCCCCCC |r| (+-)-1,3-dibenzyl-2-(undecan-2-yl)imidazolidine lanthanum nitrate lanthanum sulfate